OC1=CC=C2C(=CC(OC2=C1C(=O)N1CCCC2=CC=CC=C12)=O)C 7-hydroxy-4-methyl-8-(1,2,3,4-tetrahydroquinolin-1-carbonyl)-2H-chromen-2-one